NC=1NC(C=2N(C(N(C2N1)[C@@H]1O[C@@H](C[C@H]1O)[C@H](CC)O)=O)CCS(=O)(=O)C)=O 2-amino-9-((2r,3r,5s)-3-hydroxy-5-((S)-1-hydroxypropyl)tetrahydrofuran-2-yl)-7-(2-(methylsulfonyl)ethyl)-7,9-dihydro-1H-purine-6,8-dione